(1H-indol-3-yl)-4-(2-methoxyphenyl)piperazine-1-carboxamide N1C=C(C2=CC=CC=C12)C1N(CCN(C1)C1=C(C=CC=C1)OC)C(=O)N